tert-butyl 2-(4-(4-((2,6-dioxopiperidin-3-yl)amino)phenyl)piperazin-1-yl)acetate O=C1NC(CCC1NC1=CC=C(C=C1)N1CCN(CC1)CC(=O)OC(C)(C)C)=O